2-(3,5-dimethyl-4-((1-oxo-1,2,3,4-tetrahydroisoquinolin-6-yl)oxy)phenyl)-3,5-dioxo-2,3,4,5-tetrahydro-1,2,4-triazine-6-carbonitrile CC=1C=C(C=C(C1OC=1C=C2CCNC(C2=CC1)=O)C)N1N=C(C(NC1=O)=O)C#N